C(C)N1C2=NC(=NC(=C2N=C1C([2H])([2H])[2H])N1CCOCC1)N1N=C(C(=C1)C1=CC=CC=C1)OC 4-(9-ethyl-2-(3-methoxy-4-phenyl-1H-pyrazol-1-yl)-8-(methyl-d3)-9H-purin-6-yl)morpholine